N-(1-(4-Aminophenyl)-2-(benzylamino)-2-oxoethyl)-N-(4-sulfamoylphenyl)-propiolamide NC1=CC=C(C=C1)C(C(=O)NCC1=CC=CC=C1)N(C(C#C)=O)C1=CC=C(C=C1)S(N)(=O)=O